2-(benzylsulfonyl)-1-(4-(5-(chlorodifluoromethyl)-1,2,4-oxadiazol-3-yl)phenyl)ethan-1-one C(C1=CC=CC=C1)S(=O)(=O)CC(=O)C1=CC=C(C=C1)C1=NOC(=N1)C(F)(F)Cl